ClC1=CC=C(C(=N1)C#N)N[C@H](C)C=1C=C(C=C2C(C(=C(OC12)C1CC1)C)=O)C 6-Chloro-3-[[(1R)-1-(2-cyclopropyl-3,6-dimethyl-4-oxo-chromen-8-yl)-ethyl]amino]pyridine-2-carbonitrile